C(C)OC(=O)C=1C=NN(C1C(F)(F)F)C1CN(CCC1)C1=C(C=CC(=C1)Cl)OCC1=CC=C(C=C1)OC 1-[1-{5-chloro-2-[(4-methoxyphenyl)methoxy]phenyl}piperidin-3-yl]-5-(trifluoromethyl)-1H-pyrazole-4-carboxylic acid ethyl ester